CC=1C(=CC(=NC1)C(F)(F)F)N 5-methyl-2-(trifluoromethyl)pyridin-4-amine